[C@H](C)(CC)[C@@H]1N=C(C2=C(N(C1=O)CCC(=O)O)C=CC(=C2)Cl)C2=CC=CC=C2 3-((S)-3-((S)-sec-butyl)-7-chloro-2-oxo-5-phenyl-2,3-dihydro-1H-benzo[e][1,4]diazepin-1-yl)propionic acid